Cl.ClC1=CC=C(OC2=CC=C3CCNCC3=C2)C=C1 7-(4-chlorophenoxy)-1,2,3,4-tetrahydroisoquinoline hydrochloride